5'-(difluoromethyl)-1-(2-((1-((cis)-3-hydroxy-3-methylcyclobutyl)-7-(trifluoromethyl)-1H-benzo[d][1,2,3]triazol-5-yl)oxy)ethyl)spiro[piperidine-4,3'-pyrrolo[3,2-b]pyridin]-2'(1'H)-one FC(C1=CC=C2C(=N1)C1(C(N2)=O)CCN(CC1)CCOC1=CC2=C(N(N=N2)C2CC(C2)(C)O)C(=C1)C(F)(F)F)F